C[Si](C1C2CCC(C1)C2)(OC)C 5-dimethylmethoxysilylnorbornane